N5-((4-Methyl-6-(8-methyl-3-(trifluoromethyl)-5,6-dihydro-[1,2,4]triazolo[4,3-a]pyrazin-7(8H)-yl)pyridin-3-yl)methyl)isoquinoline-1,5-diamine CC1=C(C=NC(=C1)N1C(C=2N(CC1)C(=NN2)C(F)(F)F)C)CNC=2C=1C=CN=C(C1C=CC2)N